C[C@@H]1O[C@@H](CN(C1)C1=CC=CC(=N1)C1=NC2=CC(=NC=C2C=C1)CNC([O-])=O)C ((2-(6-((2S,6R)-2,6-dimethylmorpholino)pyridin-2-yl)-1,6-naphthyridin-7-yl)methyl)carbamate